FC1=CC=C(C=C1)C=CC(=O)C1=C(C(=C(C(=C1)OC)OC)OC)O 3-(4-Fluorophenyl)-1-(2-hydroxy-3,4,5-trimethoxyphenyl)prop-2-en-1-one